FC1=C(C2=C(C(=C(C(=C2C(=C1F)F)F)F)F)F)[B-](C1=C(C(=C(C2=C(C(=C(C(=C12)F)F)F)F)F)F)F)(C1=C(C(=C(C2=C(C(=C(C(=C12)F)F)F)F)F)F)F)C1=C(C(=C(C2=C(C(=C(C(=C12)F)F)F)F)F)F)F.C[NH+](C1=CC=C(C=C1)CCCCCCCCCCCCCCCCCCC)CCCCCCCCCCCCCCCCCC N-methyl-4-nonadecyl-N-octadecylanilinium [tetrakis(perfluoronaphthyl)borate]